caffeine-d3 [2H]C([2H])([2H])N1C(=O)C2=C(N=CN2C)N(C1=O)C